3,6-bis(9-isocyanatononyl)-4,5-di(1-heptenyl)cyclohexene N(=C=O)CCCCCCCCCC1C=CC(C(C1C=CCCCCC)C=CCCCCC)CCCCCCCCCN=C=O